OCCC1=C2C=CNC2=CC(=C1)NC(=O)NC1=CC(=CC=C1)C(F)(F)F 1-(4-(2-hydroxyethyl)-1H-indol-6-yl)-3-(3-(trifluoromethyl)phenyl)urea